C(C)(C)(C)OC(=O)N1CCN(CC1)C1CCC(CC1)N1N=C(C=2C1=NC=NC2N)C2=CC=C(C=C2)OC2=CC=CC=C2 4-((1r,4r)-4-(4-amino-3-(4-phenoxyphenyl)-1H-pyrazolo[3,4-d]pyrimidin-1-yl)cyclohexyl)piperazine-1-carboxylic acid tert-butyl ester